N2-[2-(3-methoxyphenyl)[1,2,4]triazolo[1,5-c]quinazolin-5-yl]-D-leucinamide COC=1C=C(C=CC1)C1=NN2C(=NC=3C=CC=CC3C2=N1)N[C@H](CC(C)C)C(=O)N